[(3-methoxycyclopentyl)oxy]dimethyl(2-methylprop-2-yl)silane COC1CC(CC1)O[Si](C(C)(C)C)(C)C